6'-(4-cyclopropyl-6-methoxy-pyrimidin-5-yl)-1'-[[4-[1-isopropyl-4-(trifluoromethyl)imidazol-2-yl]phenyl]methyl]spiro[cyclopropane-1,3'-isothiazolo[3,4-d]pyrimidine] 2',2'-dioxide C1(CC1)C1=NC=NC(=C1C1=NC=C2C(=N1)N(S(C21CC1)(=O)=O)CC1=CC=C(C=C1)C=1N(C=C(N1)C(F)(F)F)C(C)C)OC